(R)-5-((6-ethyl-6-azaspiro[2.5]oct-4-yl)oxy)isobenzofuran-1(3H)-one C(C)N1C[C@@H](C2(CC2)CC1)OC=1C=C2COC(C2=CC1)=O